C1(CC1)[C@H](C)NC(=O)C1=CN=C(O1)C1=CC(=CC=C1)C1=NN=C(N1)C(NC(C1CC1)C1CC1)=O (S)-N-(1-Cyclopropylethyl)-2-(3-(5-((Dicyclopropylmethyl)Carbamoyl)-4H-1,2,4-Triazol-3-Yl)Phenyl)Oxazole-5-Carboxamide